C(#N)C=1C(=NC(=NC1C1=CC=CC=C1)NS(=O)(=O)C=1C=NN(C1)C)OC1=CC=CC=C1 N-(5-cyano-4-phenoxy-6-phenyl-pyrimidin-2-yl)-1-methyl-pyrazole-4-sulfonamide